ethyl 3-(((tert-butyldiphenylsilyl) oxy) methyl)-1-methyl-1H-pyrazole-5-carboxylate [Si](C1=CC=CC=C1)(C1=CC=CC=C1)(C(C)(C)C)OCC1=NN(C(=C1)C(=O)OCC)C